N=1C=NN2C1C=C(C=C2)OC2=C(C=C(C=C2)NC=2C1=C(N=CN2)C=CC(=N1)N1C(/C(/CC1)=C/CN(C)C)=O)C (E)-1-(4-((4-([1,2,4]triazolo[1,5-a]pyridin-7-yloxy)-3-methylphenyl)amino)pyrido[3,2-d]pyrimidin-6-yl)-3-(2-(dimethylamino)ethylidene)pyrrolidin-2-one